1-Ethyl-4-fluoro-N'-((3-methyl-2-(trifluoromethyl)-6,7-dihydro-5H-cyclopenta[b]pyridin-4-yl)carbamoyl)-1H-pyrazole-5-sulfonimidamide C(C)N1N=CC(=C1S(=O)(N)=NC(NC1=C2C(=NC(=C1C)C(F)(F)F)CCC2)=O)F